ClC1=CC=C(C=C1)C=1C=2C(=C(SC2N2C(=NN=C2C2(CC2)N1)C)C)C 7-(4-chlorophenyl)-4,5,13-trimethyl-spiro[3-thia-1,8,11,12-tetrazatricyclo[8.3.0.02,6]trideca-2(6),4,7,10,12-pentaene-9,1'-cyclopropane]